CN(CCN(C=1C(=CC(=CC1)NC1=NC=C(C(=N1)C1=CN(C2=CC=CC=C12)C)OC)NC)C)C N1-(2-(dimethylamino)ethyl)-N4-(5-methoxy-4-(1-methyl-1H-indol-3-yl)pyrimidin-2-yl)-N1,N2-dimethylbenzene-1,2,4-triamine